BrC=1C=C(C=CC1)[C@@H]1N(C[C@H](N(C1)C(C(C)(C)C)=O)C)C(=O)OC(C)(C)C (2S,5R)-tert-butyl 2-(3-bromophenyl)-5-methyl-4-pivaloylpiperazine-1-carboxylate